N4-((R)-1-(3-(difluoromethyl)phenyl)ethyl)-N6-((R)-tetrahydrofuran-3-yl)cinnoline-4,6-diamine FC(C=1C=C(C=CC1)[C@@H](C)NC1=CN=NC2=CC=C(C=C12)N[C@H]1COCC1)F